1-((5-(1-aminoethyl)-2-(3-(cyclopropylmethoxy)-4-(difluoromethoxy) phenyl) oxazol-4-yl) methyl)-2,4-difluorobenzoate hydrochloride Cl.NC(C)C1=C(N=C(O1)C1=CC(=C(C=C1)OC(F)F)OCC1CC1)CC1(C(=O)O)C(C=C(C=C1)F)F